C(C)(C)(C)C1N=C(C2=CC=C(C=C2C1)O)CCC tert-butyl-6-hydroxy-1-propyl-3,4-dihydroisoquinoline